N-[2-(2-hydroxyethyl-methyl-amino)ethyl]-N'-methylpiperazine OCCN(CCN1CCN(CC1)C)C